2H-furan-5-one O1CC=CC1=O